2-[4-[1-(2,6-dioxo-3-piperidyl)-3-methyl-indazol-5-yl]-1-piperidyl]-N-[5-fluoro-7-hydroxy-6-(1,1,4-trioxo-1,2,5-thiadiazolidin-2-yl)-2-naphthyl]acetamide O=C1NC(CCC1N1N=C(C2=CC(=CC=C12)C1CCN(CC1)CC(=O)NC1=CC2=CC(=C(C(=C2C=C1)F)N1S(NC(C1)=O)(=O)=O)O)C)=O